FC1=CC(=C(C=C1)NC1=C(C#N)C=CC(=C1)C(F)(F)F)C 2-((4-fluoro-2-methylphenyl)amino)-4-(trifluoromethyl)benzonitrile